CN(S(=O)(=O)C)C1=CC(=CC=C1)C1=CN(C(C2=CC=CC=C12)=O)C N-methyl-N-[3-(2-methyl-1-oxo-isoquinolin-4-yl)phenyl]methanesulfonamide